N1=C(C=CC=C1)C(=O)N picolamide